neopentanediamine CC(C)(CN)CN